C(=O)C1CCC(CC1)C(=O)OC Methyl (1s,4s)-4-formylcyclohexane-1-carboxylate